2,3-dimethylphenylmagnesium bromide CC1=C(C=CC=C1C)[Mg]Br